guanosine triphosphate sodium salt [Na+].P([O-])(=O)(OP(=O)([O-])OP(=O)([O-])[O-])OC[C@@H]1[C@H]([C@H]([C@@H](O1)N1C=NC=2C(=O)NC(N)=NC12)O)O.[Na+].[Na+].[Na+]